Ethyl 4H-thieno[3,2-b]pyrrole-6-carboxylate S1C=CC=2NC=C(C21)C(=O)OCC